1-(4-(2-(5,6-Dichloro-1H-indazol-3-yl)acetyl)piperazin-1-yl)prop-2-en-1-one ClC=1C=C2C(=NNC2=CC1Cl)CC(=O)N1CCN(CC1)C(C=C)=O